6-(Bromomethyl)pyrimidine-4-carboxylic acid tert-butyl ester C(C)(C)(C)OC(=O)C1=NC=NC(=C1)CBr